7-(3-cyano-5-fluorophenyl)-5,6,7,8-tetrahydro-2,7-naphthyridine-3-carboxylic acid ethyl ester C(C)OC(=O)C=1N=CC=2CN(CCC2C1)C1=CC(=CC(=C1)F)C#N